C(=O)C1=CC=C(OCC(COC2=CC=C(C=C2)C=O)O)C=C1 1,3-bis(4-formylphenoxy)-2-hydroxypropane